OC(=O)C(F)(F)F.C(CCCCCCCCC)OC(CN)COCCCCCCCCCC 2,3-bis(decyloxy)propan-1-amine-TFA Salt